FC(=C(C(F)(F)F)F)F.[I] iodine perfluoropropylene